1-((2R,4R)-1-(3-(2-methoxyethoxy)-1H-pyrazolo[3,4-b]pyridin-5-yl)-2-methylpiperidin-4-yl)-1-methyl-3-(1-methyl-2-oxo-5-(trifluoromethyl)-1,2-dihydropyridin-3-yl)urea COCCOC1=NNC2=NC=C(C=C21)N2[C@@H](C[C@@H](CC2)N(C(=O)NC=2C(N(C=C(C2)C(F)(F)F)C)=O)C)C